8-(4,4-difluoropiperidinyl)-6-Bromo-7-(trifluoromethyl)quinoline FC1(CCN(CC1)C=1C(=C(C=C2C=CC=NC12)Br)C(F)(F)F)F